2-(1-((S)-2-((S)-3-isobutyl-2-oxopiperazin-1-yl)-3-phenyl-propanoyl)piperidin-4-yl)-N-isopentyl-N-methylacetamide C(C(C)C)[C@H]1C(N(CCN1)[C@H](C(=O)N1CCC(CC1)CC(=O)N(C)CCC(C)C)CC1=CC=CC=C1)=O